NC1=C(C(=O)C2=C(C=CC=C2)F)C=C(C=C1)[N+](=O)[O-] 2-amino-5-nitro-2'-fluorobenzophenone